2-(3-((2-((1H-benzo[d][1,2,3]triazol-5-yl)methyl)-3-oxoisoindolin-1-yl)methyl)-4-chloro-1H-pyrazol-1-yl)acetonitrile N1N=NC2=C1C=CC(=C2)CN2C(C1=CC=CC=C1C2=O)CC2=NN(C=C2Cl)CC#N